C1(=CC=CC2=CC=CC=C12)C(C)O 1-(1-naphthyl)ethanol